C1(CC1)CN1C(=CC2=C1C(N(C=C2)C)=O)C=O (cyclopropylmethyl)-6-methyl-7-oxo-6,7-dihydro-1H-pyrrolo[2,3-c]pyridine-2-carbaldehyde